benzyl (S)-2-((S)-2-((tert-butoxycarbonyl)amino)-5-guanidinopentanamido)-3-(4-hydroxy-2,6-dimethylphenyl)propanoate C(C)(C)(C)OC(=O)N[C@H](C(=O)N[C@H](C(=O)OCC1=CC=CC=C1)CC1=C(C=C(C=C1C)O)C)CCCNC(=N)N